ethyl-5,6-dihydroxyindole-2-carboxylic acid C(C)C1=C(NC2=CC(=C(C=C12)O)O)C(=O)O